2,2,2-trifluoro-1-(7-nitro-4,5-dihydro-1H-benzo[d]azepine-3(2H)-yl)ethanone FC(C(=O)N1CCC2=C(CC1)C=C(C=C2)[N+](=O)[O-])(F)F